4-(((3,3-difluoro-1-(4-iodophenyl)piperidin-4-yl)oxy)methyl)tert-butyl-isoxazole FC1(CN(CCC1OCC=1C(=NOC1)C(C)(C)C)C1=CC=C(C=C1)I)F